CC=1CC=2C=CC3=C(C2C1)C=CC=C3 2-methyl-benzo[e]indene